N(=NC(C(=O)[O-])(C(C)C)C)C(C(=O)[O-])(C(C)C)C 2,2'-azobis(dimethyl-2-methylpropionate)